ClC1=C(C=C(C=C1)NC(=O)C1=CC=C2C=C(C=NC2=C1)C1=CC=CC=C1)S(N(CC)CC)(=O)=O N-(4-Chloro-3-(N,N-diethylsulfamoyl)phenyl)-3-phenylquinoline-7-carboxamide